C(C1CO1)OC(C)[Si](OC)(OC)C alpha-glycidoxyethyl-methyl-dimethoxysilane